BrC1=CC2=C(N(C(=N2)CN2C(C3(C4=C(C=C(C=C24)F)F)CC3)=O)CCCC(F)(F)F)C=C1 1'-((5-Bromo-1-(4,4,4-trifluorobutyl)-1H-benzo[d]imidazol-2-yl)methyl)-4',6'-difluorospiro[cyclopropane-1,3'-indol]-2'-one